trans-2-((4-(5-Ethyl-4-(p-tolyl)-4H-1,2,4-triazol-3-yl)cyclohexyl)oxy)pyridine C(C)C=1N(C(=NN1)[C@@H]1CC[C@H](CC1)OC1=NC=CC=C1)C1=CC=C(C=C1)C